CC(C=O)CC1=CC=C(C=C1)C(C)(C)C 2-methyl-3-[4-(2-methyl-2-n-propyl)phenyl]propanal